C(=C)C(C(C)C)CC[C@@H](C)[C@H]1CC[C@H]2[C@@H]3CC[C@H]4CCCC[C@]4(C)[C@H]3CC[C@]12C 24-vinyl-5α-cholestane